acrylic acid 2-naphthylmethyl ester C1=C(C=CC2=CC=CC=C12)COC(C=C)=O